FC=1C(=NC=CC1)CN(C(=O)C1=CN=C(S1)N1CCC(CC1)N1C[C@@H](CCC1)C)C N-[(3-fluoropyridin-2-yl)methyl]-N-methyl-2-[(3R)-3-methyl[1,4'-bipiperidin]-1'-yl]-1,3-thiazole-5-carboxamide